FC1=C2C(=CC=C1C(F)(F)F)CNCC21CC1 5-fluoro-6-(trifluoromethyl)spiro[2,3-dihydroisoquinoline-4,1'-cyclopropane]